[Fe].[Sb].[As] arsenic-antimony-iron